acetamidoethyl α-allyloxymethylacrylate C(C=C)OCC(C(=O)OCCNC(C)=O)=C